1,1-diiodo-3-phenylpropane IC(CCC1=CC=CC=C1)I